[Si].BrCC(=O)C1=CC(=C(C=C1)Cl)F 2-bromo-1-(4-chloro-3-fluorophenyl)ethan-1-one silicon